Methyl (Z)-1-(4-amino-2-fluorobut-2-en-1-yl)-4-(2-methoxy-5-(N-methylsulfamoyl)phenyl)-1H-benzo[d][1,2,3]triazole-6-carboxylate NC\C=C(\CN1N=NC2=C1C=C(C=C2C2=C(C=CC(=C2)S(NC)(=O)=O)OC)C(=O)OC)/F